4-fluoro-7-methyl-N-(3-(4-phenylpiperazin-1-yl)phenyl)-1H-indole FC1=C2C=CN(C2=C(C=C1)C)C1=CC(=CC=C1)N1CCN(CC1)C1=CC=CC=C1